N-(3-fluorophenyl)-6-methyl-4-oxo-1-phenyl-1,4-dihydropyridazine-3-carboxamide FC=1C=C(C=CC1)NC(=O)C1=NN(C(=CC1=O)C)C1=CC=CC=C1